C(C=C)OC(C(=O)[O-])C(O)(C(=O)[O-])CC(=O)[O-].[Ca+2].C(C=C)OC(C(=O)[O-])C(O)(C(=O)[O-])CC(=O)[O-].[Ca+2].[Ca+2] (+)-calcium alloxycitrate